C(#N)C=1C=C(C=CC1)C=1N=C(SC1C1=CC(=NC(=C1)C)C)NC(=O)N1CCN(CC1)CC(C)(C)O N-[4-(3-Cyanophenyl)-5-(2,6-dimethyl-4-pyridyl)thiazol-2-yl]-4-(2-hydroxy-2-methylpropyl)piperazin-1-carboxamid